4-bromo-7-methoxy-2,2-dimethyl-2,3-dihydro-benzofuran BrC1=CC=C(C2=C1CC(O2)(C)C)OC